3-((4-(6-chloro-1-(benzenesulfonyl)-1H-pyrrolo[2,3-b]pyridin-3-yl)-5-(trifluoromethyl)pyrimidin-2-yl)amino)piperidine ClC1=CC=C2C(=N1)N(C=C2C2=NC(=NC=C2C(F)(F)F)NC2CNCCC2)S(=O)(=O)C2=CC=CC=C2